N-((S)-2-cyano-1-(4-(ethylsulfonyl)phenyl)ethyl)-4-((2S,4S)-2-((difluoromethoxy)methyl)-4-(4-(3-methyl-1H-pyrazol-1-yl)phenoxy)pyrrolidin-1-yl)benzamide C(#N)C[C@@H](C1=CC=C(C=C1)S(=O)(=O)CC)NC(C1=CC=C(C=C1)N1[C@@H](C[C@@H](C1)OC1=CC=C(C=C1)N1N=C(C=C1)C)COC(F)F)=O